COC([C@H](C[C@H]1C(NCC1)=O)NC([C@H](CC=1C=NC=CC1)NC(=O)OC(C)(C)C)=O)=O.FC(C1=CSC=C1)(F)F 3-(trifluoromethyl)thiophene methyl-(2S)-2-[[(2S)-2-(tert-butoxycarbonylamino)-3-(3-pyridyl)propanoyl]amino]-3-[(3S)-2-oxopyrrolidin-3-yl]propanoate